(S)-(4,5-dihydro-7H-thieno[2,3-c]pyran-7-yl)-N-methyl-methylamine hydrochloride HCl Cl.Cl.S1C=CC2=C1[C@H](OCC2)N(C)C